C(C)N(C(=O)C1=C(OC=2C(=NC=NC2)N2C=C(C=C2)C)C=CC(=C1)F)C(C)C 1-(5-(2-(Ethyl(isopropyl)carbamoyl)-4-fluorophenoxy)pyrimidin-4-yl)-3-methylpyrrole